1-((S)-2-((tert-Butoxycarbonyl)amino)propyl)-6-oxapiperidine-3-carboxylic acid methyl ester COC(=O)C1CN(OCC1)C[C@H](C)NC(=O)OC(C)(C)C